1-(3-chloro-5-fluorophenyl)-3-(2-methoxypyridin-4-yl)urea ClC=1C=C(C=C(C1)F)NC(=O)NC1=CC(=NC=C1)OC